tert-butyl (3s)-4-{4-[4-bromo-3-(pyridin-4-yl)pyrazol-1-yl]phenyl}-3-methylpiperazine-1-carboxylate BrC=1C(=NN(C1)C1=CC=C(C=C1)N1[C@H](CN(CC1)C(=O)OC(C)(C)C)C)C1=CC=NC=C1